FC1=C(C=C(C=C1)C=1N(N=C(C1)C(F)(F)F)C)CNC(=O)[C@@H]1C2CC(N1S(=O)(=O)C1=CC=C(C=C1)F)C2 (2S)-N-[[2-fluoro-5-[2-methyl-5-(trifluoromethyl)pyrazol-3-yl]phenyl]methyl]-3-(4-fluorophenyl)sulfonyl-3-azabicyclo[2.1.1]hexane-2-carboxamide